ClC1=CC2=C(S1)[C@@]1(C[C@@H](N(CC1)C(=O)OC(C)(C)C)C)OCC2NC tert-butyl (2'S,7R)-2-chloro-2'-methyl-4-(methylamino)spiro[4,5-dihydrothieno[2,3-c]pyran-7,4'-piperidine]-1'-carboxylate